[Cl-].O1C(OCC1)CCC[C@@H](C(=O)OC)[NH3+] (S)-5-(1,3-dioxolan-2-yl)-1-methoxy-1-oxopentan-2-aminium chloride